tert-butyl (2R,3S,4R)-3-(acetoxymethyl)-4-(3-(2-methoxyethoxy) phenyl)-2-methylpiperidine-1-carboxylate C(C)(=O)OC[C@@H]1[C@H](N(CC[C@H]1C1=CC(=CC=C1)OCCOC)C(=O)OC(C)(C)C)C